COC([C@H](C[C@@H](C(=O)OC)CC#N)NC(=O)OC(C)(C)C)=O (2S,4R)-2-((tert-butoxycarbonyl)amino)-4-(cyanomethyl)pentanedioic acid dimethyl ester